O1CCOC2=C1C=CC(=C2)/C=C/C(=O)C2=CC=C(O[C@H](C(=O)O)C)C=C2 (2S)-2-[4-[(E)-3-(2,3-Dihydro-1,4-benzodioxin-6-yl)prop-2-enoyl]phenoxy]propanoic acid